FC1=C(C=CC(=C1)F)S(=O)(=O)NC=1C=C(C=NC1OC)C=1C=C2C(=CN=NC2=CC1)N1CCNCC1 4-(6-(5-((2,4-difluorophenyl)sulfonamido)-6-methoxypyridin-3-yl)cinnolin-4-yl)piperazine